C(C)(C)(C)C1=CC=C(C=C1)S(=O)(=O)NCC=1SC=C2C1CN(C2=O)C2C(NC(CC2)=O)=O 4-(tert-butyl)-N-((5-(2,6-dioxopiperidin-3-yl)-4-oxo-5,6-dihydro-4H-thieno[3,4-c]pyrrol-1-yl)methyl)benzenesulfonamide